C=1N=CN2C1C(=CC=C2)C2=NC=C(C=N2)N2C(NC1=C2C(=CC=C1)C)=O 3-(2-imidazo[1,5-a]pyridin-8-ylpyrimidin-5-yl)-4-methyl-1H-benzimidazol-2-one